ClC1=CNC=2N=C(N=C(C21)N[C@H]2CN(CCC2)C(C=C)=O)NC=2C=NN(C2)CC(C)C (R)-1-(3-((5-chloro-2-((1-isobutyl-1H-pyrazol-4-yl)amino)-7H-pyrrolo[2,3-d]pyrimidin-4-yl)amino)piperidin-1-yl)prop-2-en-1-one